COC(C[C@]1(C([C@H]1CC=C)(F)F)C)=O ((1R,3S)-3-allyl-2,2-difluoro-1-methylcyclopropyl)acetic acid methyl ester